BrC1=C(C=C(OCCCCC2CCNCC2)C=C1)C 4-[4-(4-bromo-3-methyl-phenoxy)butyl]piperidine